(R,E)-4-(methylsulfonyl)but-3-en CS(=O)(=O)/C=C/CC